C1(CCCC1)C[C@@H](C(=O)O)NC(=O)C1=NN(C(=C1)C1=C(C=CC=C1)C(F)(F)F)C1CCCC1 (2S)-3-cyclopentyl-2-({1-cyclopentyl-5-[2-(trifluoromethyl)phenyl]-1H-pyrazol-3-yl}formamido)propanoic acid